NC(C(=O)O)CCCNCCCCCCN 2-amino-5-((6-aminohexyl)amino)pentanoic acid